C(CCC)C1=NC(NC=C1)=O butyl-pyrimidon